7-(isoquinolin-1-yl)-8,9,10,11-tetrahydro-3H-pyrazolo[4,3-a]phenanthridine C1(=NC=CC2=CC=CC=C12)C1=NC2=CC=C3C(=C2C=2CCCCC12)C=NN3